BrC(CN1CCN(C2=CC(=CC=C12)F)C1=CC=C(C=C1)F)C 2-Bromo-1-(6-fluoro-4-(4-fluorophenyl)-3,4-dihydroquinoxalin-1(2H)-yl)propan